ClC=1C=C2C(C[C@@H](OC2=CC1)C(=O)NC12CC(C1)(C2)C(=O)OC)=O (R)-methyl 3-(6-chloro-4-oxochroman-2-carboxamido)bicyclo[1.1.1]pentane-1-carboxylate